1,5-anhydro-3-({5-chloro-4-[4-fluoro-2-{[(2S,3R)-3-hydroxy-2,3-dimethylazetidin-1-yl]methyl}-1-(propan-2-yl)-1H-benzimidazol-6-yl]pyrimidin-2-yl}amino)-2,3-dideoxy-D-threo-pentitol ClC=1C(=NC(=NC1)N[C@@H]1CCOC[C@H]1O)C=1C=C(C2=C(N(C(=N2)CN2[C@H]([C@](C2)(C)O)C)C(C)C)C1)F